FC=1C(=NC(=NC1)NC1CCN(CC1)C(CN1CCCCC1)=O)C1=CC(=CC=C1)N1C(C=CC=C1)=O 1-(2-(4-((5-fluoro-4-(3-(2-oxopyridin-1(2H)-yl)phenyl)pyrimidin-2-yl)amino)piperidin-1-yl)-2-oxoethyl)piperidin